2-Chloro-8-[6-(3-fluoro-benzylamino)-pyridin-3-yl]-1-propyl-1,7-dihydro-purin-6-one ClC=1N(C(C=2NC(=NC2N1)C=1C=NC(=CC1)NCC1=CC(=CC=C1)F)=O)CCC